4-(3-(4-Methylpiperazin-1-yl)azetidin-1-yl)-N-(4-phenylbut-3-ynyl)-1H-benzo[d]imidazole-1-carboxamide CN1CCN(CC1)C1CN(C1)C1=CC=CC=2N(C=NC21)C(=O)NCCC#CC2=CC=CC=C2